C(C1=CC=CC=C1)C=1C2(C3=CC=CC=C3C1)CCC(CC2)(C(=O)O)NC2=CC(=CC=C2)Cl (1r,4r)-2'-benzyl-4-(3-chloroanilino)spiro[cyclohexane-1,1'-indene]-4-carboxylic acid